Cl.N[C@H]1CN(CC[C@H]1O)C(=O)C1=CC2=C(N(C(=N2)C=2N(C3=CC=CC=C3C2)CC)C)C(=C1)OC ((3S,4R)-3-Amino-4-hydroxypiperidin-1-yl)(2-(1-ethyl-1H-indol-2-yl)-7-methoxy-1-methyl-1H-benzo[d]imidazol-5-yl)methanone, hydrochloride salt